N[C@@H](CCC(=O)N[C@@H](C(C)C)C(=O)O)C(=O)O Gamma-Glutamylvalin